BrC=1C(NC(NN1)=O)=O 5-bromo-6-azauracil